ClC=1C(=NC(=NC1)NC1CCOCC1)C1=CC=C2CN(C(C2=C1)=O)CC(=O)NC1C2=CN(N=C2CCC1)C 2-(6-{5-chloro-2-[(oxan-4-yl)amino]pyrimidin-4-yl}-1-oxo-2,3-dihydro-1H-isoindol-2-yl)-N-(2-methyl-4,5,6,7-tetrahydro-2H-indazol-4-yl)acetamide